CC1(C(C2=CC=CC=C2CC1)NC(=O)NS(=O)(=O)C=1C=NN2C1OCCC2)C N-((2,2-dimethyl-1,2,3,4-tetrahydronaphthalen-1-yl)carbamoyl)-6,7-dihydro-5H-pyrazolo[5,1-b][1,3]oxazine-3-sulfonamide